N1=CC=C(C2=CC=CC=C12)C1SC2=C(N1)C=CC=C2 2-(quinolin-4-yl)-2,3-dihydrobenzothiazole